L-1,1,3-tris(3-tert-butyl-4-hydroxy-6-methylphenyl)butane C(C)(C)(C)C=1C=C(C(=CC1O)C)C(CC(C)C1=CC(=C(C=C1C)O)C(C)(C)C)C1=CC(=C(C=C1C)O)C(C)(C)C